FC1=C(C=CC=C1)C1=NN(C2=CC(=CC=C12)C(=O)O)C 3-(2-fluorophenyl)-1-methyl-1H-indazole-6-carboxylic acid